BrC1=CC2=C(N(C3=C(O2)C=C(C(=C3)C)Br)CCN3CC=2N(CC3)C(=NN2)C(F)(F)F)N=C1 3,7-dibromo-8-methyl-10-(2-(3-(trifluoromethyl)-5,6-dihydro-[1,2,4]triazolo[4,3-a]pyrazin-7(8H)-yl)ethyl)-10H-benzo[b]pyrido[2,3-e][1,4]oxazine